C(C)S(P(O)(O)=S)C1C(C2=CC=CC=C2C1)O S-(1-hydroxy-2,3-dihydro-1H-indene-2-yl)dithiophosphoric acid ethyl ester